tert-butyl N-[6-(4-allyl-1-methyl-pyrazol-3-yl)-2-[5-[1-benzyloxy-1-(trifluoromethyl)pent-4-enyl]-1,3,4-oxadiazol-2-yl]-5-(trifluoromethyl)-3-pyridyl]carbamate C(C=C)C=1C(=NN(C1)C)C1=C(C=C(C(=N1)C=1OC(=NN1)C(CCC=C)(C(F)(F)F)OCC1=CC=CC=C1)NC(OC(C)(C)C)=O)C(F)(F)F